CC=1C(=CC(=C(N)C1)OC)N1CCC(CC1)N1CCN(CC1)C 5-methyl-2-methoxy-4-(4-(4-methylpiperazin-1-yl)piperidin-1-yl)aniline